Cl.NC1CC(CC1)C(=O)NC 3-amino-N-methylcyclopentanecarboxamide hydrochloride